ClC=1C=C(C=CC1C=1N(C2=NC=NC(=C2N1)OC1(CC1)C)CC1=NC=CC(=C1)OC)CC(=O)N 2-(3-chloro-4-(9-((4-methoxypyridin-2-yl)methyl)-6-(1-methylcyclopropoxy)-9H-purin-8-yl)phenyl)acetamide